CN1CC[C@]23CCCC[C@H]2[C@H]1CC4=C3C=C(C=C4)OC (+-)-3-methoxy-17-methylmorphinan